CO\C=C/C(O[Si](C)(C)C)=C [(Z)-3-methoxy-1-methylene-allyloxy]-trimethyl-silane